CC=1N=NN(C1)CC1=C(C=CC(=C1)C(F)(F)F)CCC(=O)O 3-[2-[(4-Methyltriazol-1-yl)methyl]-4-(trifluoromethyl)phenyl]propanoic acid